methoxy-3,4-methylenedioxyphenethylamine CONCCC1=CC2=C(C=C1)OCO2